C1=C2C=3C=C4C(=CC3N(C2=CC=C1)C1=C(C#N)C(=C(C(=C1N1C2=CC=CC=C2C=2C=C3C(=CC12)C=CC=C3)N3C1=CC=CC=C1C=1C=C2C(=CC31)C=CC=C2)N2C3=CC=CC=C3C=3C=C1C(=CC23)C=CC=C1)C1=CC=NC=C1)C=CC=C4 2,3,4,5-tetrakis(5H-benzo[b]carbazol-5-yl)-6-(pyridin-4-yl)benzonitrile